BrC=1N=C(C=2N(C1)N=C(N2)C)OCC 6-bromo-8-ethoxy-2-methyl-[1,2,4]triazolo[1,5-a]pyrazine